rac-trans-1-(3-chlorophenyl-ethyl)-2-methyl-4-((4-(methylsulfonyl)phenoxy)methyl)pyrrolidine ClC=1C=C(C=CC1)CCN1[C@H](C[C@@H](C1)COC1=CC=C(C=C1)S(=O)(=O)C)C |r|